C1(CC1)C1=C(C=C2C(=N1)N=C(O2)N2CCOCC2)NC(=O)C=2N=C(OC2)N2C[C@H](CC2)O (S)-N-(5-cyclopropyl-2-morpholinooxazolo[4,5-b]pyridin-6-yl)-2-(3-hydroxypyrrolidin-1-yl)oxazole-4-carboxamide